[C@H]12CN(C[C@H](CC1)N2)C2=NC(=NC1=C(C(=CC=C21)C=2C=C(C=C1C=NN(C21)CC)N)F)OC[C@]21CCCN1C[C@@H](C2)F 7-(4-((1R,5S)-3,8-diazabicyclo[3.2.1]oct-3-yl)-8-fluoro-2-(((2R,7aS)-2-fluorotetrahydro-1H-pyrrolizin-7a(5H)-yl)methoxy)quinazolin-7-yl)-1-ethyl-1H-indazol-5-amine